2-((1r,4r)-4-hydroxycyclohexylamino)-4-(2,3,3-trimethylbutan-2-ylamino)pyrimidine-5-carboxamide OC1CCC(CC1)NC1=NC=C(C(=N1)NC(C)(C(C)(C)C)C)C(=O)N